C(C)OC(C)(C)[C@@]1(CN(CC1)C(C)(C)C=1C=NC(=CC1)C)CCN1C(NC=C1)=O (R)-1-(2-(3-(2-ethoxypropan-2-yl)-1-(2-(6-methylpyridin-3-yl)propan-2-yl)pyrrolidin-3-yl)ethyl)-1,3-dihydro-2H-imidazol-2-one